COC1CC(C1)C(=O)NC=1SC(=CN1)OC1=CC=C(C=C1)N1CCN(CC1)C 3-methoxy-N-(5-(4-(4-methylpiperazin-1-yl)phenoxy)thiazol-2-yl)cyclobutane-1-carboxamide